C1(=C(C(=CC(=C1)C)C)S(=O)(=O)N1N=NN=C1)C 1-(mesitylene-2-sulfonyl)tetrazole